6-(6'-(Trifluoromethyl)-[2,2'-bipyridin]-3-yl)imidazo[1,2-a]pyridin-3-carbonitril FC(C1=CC=CC(=N1)C1=NC=CC=C1C=1C=CC=2N(C1)C(=CN2)C#N)(F)F